Perfluorophenyl 7-acetamido-6-iodo-1H-indole-3-sulfonate C(C)(=O)NC=1C(=CC=C2C(=CNC12)S(=O)(=O)OC1=C(C(=C(C(=C1F)F)F)F)F)I